FC1=C(C=CC(=C1)F)N(C(C)=O)C=1SC2=C(N1)CC[C@@]1([C@H]3CC[C@]4([C@H]([C@@H]3CCC12)CCC4=O)C)C N-(2,4-difluorophenyl)-N-((5aR,5bS,7aS,10aS,10bR)-5a,7a-dimethyl-8-oxo-5,5a,5b,6,7,7a,8,9,10,10a,10b,11,12,12a-tetradecahydro-4H-cyclopenta[7,8]phenanthro[2,1-d]thiazol-2-yl)acetamide